1-(4-(aminomethyl)benzyl)-2-butyl-7-isopropoxy-1H-imidazo[4,5-d]pyridazin-4-amine 2,2,2-trifluoroacetate FC(C(=O)O)(F)F.NCC1=CC=C(CN2C(=NC=3C2=C(N=NC3N)OC(C)C)CCCC)C=C1